(S)-3-(3,4-dihydroquinolin-1(2H)-yl)-1-(2-(hydroxymethyl)pyrrolidin-1-yl)propan-1-one N1(CCCC2=CC=CC=C12)CCC(=O)N1[C@@H](CCC1)CO